Sodium hydroxymethyl-aminoacetate OCOC(CN)=O.[Na]